3H-pyrrolo[1,2-c]imidazol-3-one hydrogen chloride salt Cl.C=1C=2N(C(N1)=O)C=CC2